CC1=C(C=C(O[C@@H](C)[C@H]2N(CC2)C(=O)OC(C)(C)C)C=C1)C(NC1(CC1)C1=C2C=CC=NC2=CC(=C1)OS(=O)(=O)C(F)(F)F)=O tert-Butyl (S)-2-((S)-1-(4-methyl-3-((1-(7-(((trifluoromethyl)sulfonyl)oxy)quinolin-5-yl)cyclopropyl)carbamoyl)phenoxy)ethyl)azetidine-1-carboxylate